S(=O)(=O)(OS(=O)(=O)CC)[O-] ethylsulphonyl sulphate